5-[(Cyclopropylmethyl)sulfonyl]-N-[4-(1,1,1,3,3,3-hexafluoro-2-hydroxypropan-2-yl)phenyl]-2-(3-hydroxy-3-methylbutanoyl)-2,3-dihydro-1H-isoindol-1-carboxamid C1(CC1)CS(=O)(=O)C=1C=C2CN(C(C2=CC1)C(=O)NC1=CC=C(C=C1)C(C(F)(F)F)(C(F)(F)F)O)C(CC(C)(C)O)=O